(R)-tert-Butyl methyl((5-(pyridin-2-yl)isochroman-1-yl)methyl)carbamate CN(C(OC(C)(C)C)=O)C[C@@H]1OCCC2=C(C=CC=C12)C1=NC=CC=C1